bithiophenemonoamine hydroiodic acid salt I.S1C(=C(C=C1)N)C=1SC=CC1